CN(C1CCN(CC1)C1=C(C=C(C=C1)C1(N=C(C2=C(N1)SC=C2)NC2(CC2)C)N)OC)C 2-(4-(4-(dimethylamino)piperidin-1-yl)-3-methoxyphenyl)-N4-(1-methylcyclopropyl)thieno[2,3-d]pyrimidine-2,4-diamine